C12(CC(C1)C2)N2N=C(C1=CC=CC=C21)C2=NC(=NC=C2)NC=2C=C(C(=CC2OC)N(C)CCN(C)C)N N4-(4-(1-(bicyclo[1.1.1]pentan-1-yl)-1H-indazol-3-yl)pyrimidin-2-yl)-N1-(2-(dimethylamino)ethyl)-5-methoxy-N1-methylbenzene-1,2,4-triamine